2-(5,6-diphenylpyrazin-2-yl)sulfanyl-N-methylpropanamide C1(=CC=CC=C1)C=1N=CC(=NC1C1=CC=CC=C1)SC(C(=O)NC)C